FC1(CN(CC1)C(=O)[C@@H]1CCCC=2N1C(N(N2)CC2=CC(=C(C=C2)C(F)(F)F)F)=O)F (5S)-5-[(3,3-Difluoropyrrolidin-1-yl)carbonyl]-2-[3-fluoro-4-(trifluoromethyl)benzyl]-5,6,7,8-tetrahydro[1,2,4]triazolo[4,3-a]pyridin-3(2H)-one